3-ethoxyhexahydrocyclopenta[c]pyrrole-1(2H)-one C(C)OC1C2C(C(N1)=O)CCC2